ClC=1C(=C2C=NNC2=C(C1F)[C@@H](COC)C)C1=CC=2N(C=C1)N=C(C2)NC(=O)C2C(C2)F N-(5-(5-chloro-6-fluoro-7-((S)-1-methoxypropan-2-yl)-1H-indazol-4-yl)pyrazolo[1,5-a]pyridin-2-yl)-2-fluorocyclopropane-1-carboxamide